NC=1N=C(C=C2C=C(N=CC12)NC(=O)[C@H]1[C@@H](C1)C#N)C=1C=NC=CC1C trans-N-[8-amino-6-(4-methyl-3-pyridinyl)-2,7-naphthyridin-3-yl]-2-cyano-cyclopropanecarboxamide